CN1N=C(C=C1)COC=1C=C2CNC(C2=CC1C1=CN(C=C1)C)=O 5-((1-methyl-1H-pyrazol-3-yl)methoxy)-6-(1-methyl-1H-pyrrol-3-yl)isoindolin-1-one